N-ethyl-4-nonadecyl-N-octadecylanilinium [tetrakis(perfluorophenyl)borate] FC1=C(C(=C(C(=C1F)F)F)F)[B-](C1=C(C(=C(C(=C1F)F)F)F)F)(C1=C(C(=C(C(=C1F)F)F)F)F)C1=C(C(=C(C(=C1F)F)F)F)F.C(C)[NH+](C1=CC=C(C=C1)CCCCCCCCCCCCCCCCCCC)CCCCCCCCCCCCCCCCCC